N[C@@H](C(=O)N[C@H](C(=O)N[C@@H](CCCCN)C1=NC(=NO1)CCC1=CC=CC=C1)CC1=C(C=C(C=C1C)O)C)CCCNC(=N)N (R)-2-amino-N-((S)-1-(((S)-5-amino-1-(3-phenethyl-1,2,4-oxadiazol-5-yl)pentyl)amino)-3-(4-hydroxy-2,6-dimethylphenyl)-1-oxopropan-2-yl)-5-guanidino-valeramide